N(=C=S)C=1C=C(C=CC1)C1=CC=CC=C1 3-isothiocyanato-1,1'-biphenyl